IC(C(C(C(I)(F)F)(F)F)(F)F)(F)F 1,4-diiodoperfluoro-n-butane